N(=C=O)[C@](N)(CCCC(N)N=C=O)C(=O)O 2,6-diisocyanatolysine